C(=O)O.NCCCNC(CN1CCN(CC1)C(C1=C(C=C(C=C1)NC=1C=2N(C=CN1)C(=CN2)C=2C(=NN(C2)CC#N)C(F)(F)F)Cl)=O)=O N-(3-aminopropyl)-2-(4-(2-chloro-4-((3-(1-(cyanomethyl)-3-(trifluoromethyl)-1H-pyrazol-4-yl)imidazo[1,2-a]pyrazin-8-yl)amino)benzoyl)piperazin-1-yl)acetamide formate